N1C(CCC1)=O 2-dihydro-5H-pyrroloN